BrC=1C=C2C(=NC=NC2=CC1)NC1=CC(=C(C=C1)CC1=CC=2N(C=C1)N=CN2)C 6-bromo-N-(3-methyl-4-[[1,2,4]triazolo[1,5-a]pyridin-7-ylmethyl]phenyl)quinazolin-4-amine